BrC1=C(C=C2C(=NC(=NC2=C1F)Cl)N1C[C@@H](N(CC1)C(=O)OC(C)(C)C)CC#N)OC tert-butyl (S)-4-(7-bromo-2-chloro-8-fluoro-6-methoxyquinazolin-4-yl)-2-(cyanomethyl)piperazine-1-carboxylate